C(C)(C)(C)OC(=O)N1C[C@@](CCCC1)(C=O)NC(=O)OC(C)(C)C (S)-3-((tert-butoxycarbonyl)amino)-3-formylazepan-1-carboxylic acid tert-butyl ester